tert-Butyl 2-(3-(3-((4-bromobenzyl)(cyclopropyl)carbamoyl)piperidin-1-yl)phenoxy)-2-methylpropanoate BrC1=CC=C(CN(C(=O)C2CN(CCC2)C=2C=C(OC(C(=O)OC(C)(C)C)(C)C)C=CC2)C2CC2)C=C1